3-[2-chloro-5-[9-(hydroxymethyl)-3-azaspiro[5.5]undecane-3-carbonyl]phenyl]piperidine-2,6-dione ClC1=C(C=C(C=C1)C(=O)N1CCC2(CC1)CCC(CC2)CO)C2C(NC(CC2)=O)=O